N(=[N+]=[N-])[C@H]1[C@@H](O[C@H]2[C@H]1O[Si](O[Si](OC2)(C(C)C)C(C)C)(C(C)C)C(C)C)N2C1=NC(=NC(=C1N=C2)N)Cl 9-((6aR,8R,9R-9aS)-9-azido-2,2,4,4-tetraisopropyltetrahydro-6H-furo[3,2-f][1,3,5,2,4]trioxadisilocin-8-yl)-2-chloro-9H-purin-6-amine